N1=CC(=CC=C1)C1NC2C=CC1CC2 endo-3-(3-pyridyl)-2-azabicyclo[2.2.2]oct-5-ene